CC1(OCCO1)C dimethyl-dioxolane